[Cd].C(CCCCCCC\C=C/CCCCCCCC)(=O)O oleic acid Cadmium